C(C)(C)(C)OC(=O)N1N=C(C=2C1=NC(=C(N2)Br)N2CCC(CC2)(C)NC(=O)OC(C)(C)C)C2=C(C(=CC=C2)Cl)Cl 5-bromo-6-(4-((tert-butoxycarbonyl)amino)-4-methylpiperidine-1-yl)-3-(2,3-dichlorophenyl)-1H-pyrazolo[3,4-b]Pyrazine-1-carboxylic acid tert-butyl ester